N-(5-(aminomethyl)-2-fluorophenyl)methanesulfonamide NCC=1C=CC(=C(C1)NS(=O)(=O)C)F